1-Methyl-3-benzylimidazolium CN1C=[N+](C=C1)CC1=CC=CC=C1